(S)-2-(4-(benzo[d]oxazol-2-yl)-5-hydroxy-1-methyl-6-oxo-1,6-dihydropyrimidin-2-yl)-1-(2-methoxyphenyl)-1,2,3,4-tetrahydroisoquinoline-7-carboxamide O1C(=NC2=C1C=CC=C2)C=2N=C(N(C(C2O)=O)C)N2[C@@H](C1=CC(=CC=C1CC2)C(=O)N)C2=C(C=CC=C2)OC